1-(3-(5-amino-2-chloro-4-fluoro-3-methylbenzamido)-4-(4-methylpiperazin-1-yl)phenyl)-N-(1-methylpiperidin-4-yl)-1H-1,2,3-triazole-4-carboxamide NC=1C(=C(C(=C(C(=O)NC=2C=C(C=CC2N2CCN(CC2)C)N2N=NC(=C2)C(=O)NC2CCN(CC2)C)C1)Cl)C)F